N-[(5-chloro-2-fluorophenyl)methyl]-1-(4-{4-[2-(4,4-difluoropiperidin-1-yl)acetamido]-1H-1,2,3-triazol-1-yl}butyl)-1H-1,2,3-triazole-4-carboxamide ClC=1C=CC(=C(C1)CNC(=O)C=1N=NN(C1)CCCCN1N=NC(=C1)NC(CN1CCC(CC1)(F)F)=O)F